8-(4-cyanophenyl)-6-methyl-3,4-dihydrobenzo[e][1,2,3]oxathiazine 2,2-dioxide C(#N)C1=CC=C(C=C1)C1=CC(=CC=2CNS(OC21)(=O)=O)C